CN1C(=NN=C1)N1CCC(=CC1)C=1C=NC(=CC1)NC1=CC2=C(OC[C@H]3N2C(CC3)=O)N=C1 (S)-2-((1'-(4-methyl-4H-1,2,4-triazol-3-yl)-1',2',3',6'-tetrahydro-[3,4'-bipyridin]-6-yl)amino)-6,6a,7,8-tetra-hydro-9H-pyrido[2,3-b]pyrrolo[1,2-d][1,4]oxazin-9-one